tert-Butyl 3-((2-(N,N-bis(4-methoxybenzyl)sulfamoyl)-4-(2-bromobenzo[d]thiazol-4-yl)-3-(1-(4-methoxybenzyl)-1H-tetrazol-5-yl)phenyl)sulfonyl)azetidine-1-carboxylate COC1=CC=C(CN(S(=O)(=O)C2=C(C=CC(=C2C2=NN=NN2CC2=CC=C(C=C2)OC)C2=CC=CC3=C2N=C(S3)Br)S(=O)(=O)C3CN(C3)C(=O)OC(C)(C)C)CC3=CC=C(C=C3)OC)C=C1